COC1=CC2=C(N(N=N2)C=2C=C3CN(CC3=CC2)S(=O)(=O)N)C=C1 5-(5-methoxy-1H-benzo[d][1,2,3]triazol-1-yl)isoindoline-2-sulfonamide